C(=O)(OC(C)(C)C)C=1C(=NC=CC1)N Boc-Aminopyridine